1-benzofuran-5-yl-(4-cyclobutyloxy-2-fluorobenzene) O1C=CC2=C1C=CC(=C2)C2=C(C=C(C=C2)OC2CCC2)F